NC=1C=C(C=CC1N)C1=CC=CC=C1Cl 3',4'-diamino-6-chloro-[1,1'-biphenyl]